C1(CC1)[C@@H](C(=O)O)NC (2S)-2-Cyclopropyl-2-(methylamino)acetic acid